CC1=C(C(=O)C(=[N+]=[N-])C(C2=C(C=C(C=C2)C)C)=O)C=CC(=C1)C bis(2,4-dimethylbenzoyl)diazomethane